hafnium tri-ethoxy-n-butoxide C(C)OC(CCC[O-])(OCC)OCC.[Hf+4].C(C)OC(CCC[O-])(OCC)OCC.C(C)OC(CCC[O-])(OCC)OCC.C(C)OC(CCC[O-])(OCC)OCC